[Si](C)(C)(C(C)(C)C)OC(C#C[Si](C)(C)C)C 3-t-butyldimethylsilyloxy-trimethylsilyl-butyne